6-(cyclopropanecarboxamido)-4-((2-methoxy-3-(2-methyl-3-oxo-2,3-dihydroisoxazol-4-yl)phenyl)amino)-N-(methyl-d3)pyridazine-3-carboxamide C1(CC1)C(=O)NC1=CC(=C(N=N1)C(=O)NC([2H])([2H])[2H])NC1=C(C(=CC=C1)C=1C(N(OC1)C)=O)OC